[Pt+2].C(CCC)[Si](C(C(C(F)(F)F)=O)C(C(F)(F)F)=O)(OC)OC.C(CCC)[Si](C(C(C(F)(F)F)=O)C(C(F)(F)F)=O)(OC)OC bis[3-(butyldimethoxysilyl)1,1,1,5,5,5-hexafluoro-2,4-pentanedione] platinum (II)